1-benzyl-2,3-dihydro-1H-pyrrolo[2,3-b]quinolin-4-ylamine C(C1=CC=CC=C1)N1CCC=2C1=NC1=CC=CC=C1C2N